tert-Butyl ((6-methyl-2-((5-oxopentyl)oxy)pyridin-3-yl)sulfonyl)-L-prolinate CC1=CC=C(C(=N1)OCCCCC=O)S(=O)(=O)N1[C@@H](CCC1)C(=O)OC(C)(C)C